FC1=CC2=C(N=C(O2)N2CC3=CC=C(C(=C3C[C@H]2C(=O)O)OCC2=CC=C(C=C2)C)OC)C=C1 (S)-2-(6-Fluorobenzo[d]oxazol-2-yl)-6-methoxy-5-((4-methylbenzyl)oxy)-1,2,3,4-tetrahydroisoquinoline-3-carboxylic acid